((1r,4r)-4-((2-((1-methyl-1H-pyrazole-4-yl)amino)-7H-pyrrolo[2,3-d]pyrimidin-4-yl)amino)cyclohexyl)methanol CN1N=CC(=C1)NC=1N=C(C2=C(N1)NC=C2)NC2CCC(CC2)CO